nitrate calcium [Ca+2].[N+](=O)([O-])[O-].[N+](=O)([O-])[O-]